3-azido-5-(trifluoromethyl)azepan-2-one N(=[N+]=[N-])C1C(NCCC(C1)C(F)(F)F)=O